CN[C@H]1C[C@H](CC1)NC(C1=CC=CC=C1)(C1=CC=CC=C1)C1=CC=CC=C1 (1R,3S)-N1-methyl-N3-tritylcyclopentane-1,3-diamine